C1(CCCCC1)[SiH](O[Si](C)(C)O[SiH](C)C)O[Si](C)(C)C cyclohexyl-(trimethylsilyloxy)[(dimethylsiloxy)dimethylsiloxy]silane